(R)-(+)-1-(isopropylamino)-3-(naphthalen-1-yloxy)propan-2-ol C(C)(C)NC[C@H](COC1=CC=CC2=CC=CC=C12)O